C(CCCCCCC)(=O)O[C@H](CO)COP(=O)([O-])OCC[N+](C)(C)C 2-Octanoyl-sn-glycero-3-phosphocholine